2-[2-[2-[2-[[2-(2,6-dioxo-3-piperidyl)-1,3-dioxo-isoindolin-4-yl]amino]-ethoxy]ethoxy]-ethoxy]acetic acid O=C1NC(CCC1N1C(C2=CC=CC(=C2C1=O)NCCOCCOCCOCC(=O)O)=O)=O